tert-butyl ((1R,4R)-4-((3'-bromo-6',7'-dihydrospiro[cyclohexane-1,5'-cyclopenta[d]pyrazolo[1,5-a]pyrimidine]-8'-yl)amino)cyclohexyl)carbamate BrC=1C=NN2C1N=C1C(=C2NC2CCC(CC2)NC(OC(C)(C)C)=O)CCC12CCCCC2